N-benzoyloxy-1-(4-phenylthiophenyl)-3-cyclopentylpropane-1-one-2-imine C(C1=CC=CC=C1)(=O)ON=C(C(=O)C1=CC=C(C=C1)SC1=CC=CC=C1)CC1CCCC1